BrC1=C(C=C2C(=NC(=NC2=C1F)OC1CN(CC1)C)N1CC2(CN(C2)C(=O)OC(C)(C)C)CC1)Cl tert-butyl 6-(7-bromo-6-chloro-8-fluoro-2-((1-methylpyrrolidin-3-yl) oxy) quinazolin-4-yl)-2,6-diazaspiro[3.4]Octane-2-carboxylate